ClC1=C(C=CC2=CC=CC=C12)N chloronaphthalene-2-amine